NC1=NC=2C=NC(=CC2C2=C1C=NN2C)C(=O)N(C)C(C)C2=CC=C(C=C2)C#C 4-amino-N-(1-(4-ethynylphenyl)ethyl)-N,1-dimethyl-1H-pyrazolo[4,3-c][1,7]naphthyridine-8-carboxamide